7-hydroxy-3-((R)-1-hydroxy-2-(4-((1-(pyridin-4-ylmethyl)piperidin-4-yl)oxy)benzamido)ethyl)-3,4-dihydroisoquinoline OC1=CC=C2CC(N=CC2=C1)[C@@H](CNC(C1=CC=C(C=C1)OC1CCN(CC1)CC1=CC=NC=C1)=O)O